(S)-N-(1-(2,2-difluorocyclopropyl)-1H-pyrazolo[3,4-b]pyridin-6-yl)-2-(4-(difluoromethylene)piperidin-1-yl)-4-iodobenzamide FC1([C@H](C1)N1N=CC=2C1=NC(=CC2)NC(C2=C(C=C(C=C2)I)N2CCC(CC2)=C(F)F)=O)F